COC1=C(CN(C=2OC3=C(N2)C(=C(C=C3F)F)C3=C(C=C2C(=NC(=NC2=C3F)OC[C@]32CCCN2C[C@@H](C3)F)N3CCC(CCC3)O)Cl)CC3=C(C=C(C=C3)OC)OC)C=CC(=C1)OC 1-(7-(2-(bis(2,4-dimethoxybenzyl)amino)-5,7-difluorobenzo[d]oxazol-4-yl)-6-chloro-8-fluoro-2-(((2R,7aS)-2-fluorotetrahydro-1H-pyrrolizin-7a(5H)-yl)methoxy)quinazolin-4-yl)azepan-4-ol